FC1=C(C=C(C=C1)O)NC(=O)C1N(C(CC1)=O)C N-(2-fluoro-5-hydroxyphenyl)-1-methyl-5-oxopyrrolidine-2-carboxamide